N1(CCC1)C[C@H](C(C)C)NC(=O)C1=CC(=NN1C)C1=NC(=NC=C1)NC1=CC(=CC(=C1)C)C N-[(2S)-1-(azetidin-1-yl)-3-methylbutan-2-yl]-3-{2-[(3,5-dimethylphenyl)amino]pyrimidin-4-yl}-1-methyl-1H-pyrazole-5-carboxamide